N-(chroman-4-yl)-1H-imidazole-1-carboxamide O1CCC(C2=CC=CC=C12)NC(=O)N1C=NC=C1